C(#N)CS(=O)(=O)NC1=C(C(=CC=C1)CC=1C(OC2=CC(=CC=C2C1C)OC1=NC=CC=C1F)=O)F 1-cyano-N-[2-fluoro-3-[[7-[(3-fluoro-2-pyridyl)oxy]-4-methyl-2-oxo-chromen-3-yl]methyl]phenyl]methanesulfonamide